C12CNCC(CC1)N2C=2SC=1CN(CCC1N2)C2=CC=C1C=C(N(C1=C2)C)C=O 6-(2-(3,8-diazabicyclo[3.2.1]octan-8-yl)-6,7-dihydrothiazolo[5,4-c]pyridin-5(4H)-yl)(1-methyl-1H-indol-2-yl)methanone